ClC1=CC=C(C=C1)C=1C=C(C(N(N1)C=1C=NSC1)=O)C(=O)N[C@@H](C(F)(F)F)CO.[C].[Zr].[Hf] hafnium-zirconium carbon 6-(4-Chlorophenyl)-3-oxo-2-(1,2-thiazol-4-yl)-N-[(2R)-1,1,1-trifluoro-3-hydroxypropan-2-yl]-2,3-dihydropyridazine-4-carboxamide